ClC1=NC(=CC(=C1)N1[C@H](COCC1)C)SC (3S)-4-[2-chloro-6-(methylsulfanyl)pyridin-4-yl]-3-methylmorpholine